CC1=C(C=CC(=C1)C)[C@H]([C@H](C)OC([C@H](C)NC(=O)C1=[N+](C=CC(=C1O)OC)[O-])=O)C(C)C 2-(((S)-1-(((2S,3R)-3-(2,4-dimethylphenyl)-4-methylpentan-2-yl)oxy)-1-oxopropan-2-yl)carbamoyl)-3-hydroxy-4-methoxypyridine 1-oxide